CN(CCOC(=O)C1=C(C=C(C=C1)C1=CC=CC=C1)N1C(C2=CC=C(C=C2C1=O)C=1N=NNC1)=O)C 3-[1,3-Dioxo-5-(1H-[1,2,3]triazol-4-yl)-1,3-dihydroisoindol-2-yl]biphenyl-4-carboxylic acid 2-dimethylamino-ethyl ester